tert-butyl 4-(4-(4-chloro-3-cyclopropyl-1H-pyrrolo[2,3-b]pyridin-5-yl) thiazol-2-yl)-3-oxopiperazine-1-carboxylate ClC1=C2C(=NC=C1C=1N=C(SC1)N1C(CN(CC1)C(=O)OC(C)(C)C)=O)NC=C2C2CC2